C(C)(=O)NCC1CCN(CC1)CC1=CC(=NC(=C1)C1=CC(=CC(=C1)Cl)Cl)OC=1C=CC(=NC1)N1CCN(CC1)CCC(C(=O)O)CC 4-(4-(5-((4-((4-(acetamidomethyl)piperidin-1-yl)methyl)-6-(3,5-dichlorophenyl)pyridin-2-yl)oxy)pyridin-2-yl)piperazin-1-yl)-2-ethylbutanoic acid